NC=1C=C(C=CC1)NC=1N=CC2=C(N1)OC(C(=C2)C2=C(C=CC=C2C)C)=O 2-((3-aminophenyl)amino)-6-(2,6-dimethylphenyl)-7H-pyrano[2,3-d]pyrimidin-7-one